3-chloro-N-(1-((5-fluoropyridin-2-yl)oxy)-2-methylpropan-2-yl)-1-methyl-1H-pyrrolo[2,3-b]pyridine-5-carboxamide ClC1=CN(C2=NC=C(C=C21)C(=O)NC(COC2=NC=C(C=C2)F)(C)C)C